methyl (R)-4-(5-fluoro-4-((S)-1-fluoroethyl)pyridin-3-yl)-2-methyl-5-oxo-1,4,5,7-tetrahydrofuro[3,4-b]pyridine-3-carboxylate FC=1C(=C(C=NC1)[C@H]1C2=C(NC(=C1C(=O)OC)C)COC2=O)[C@H](C)F